3,8-dicyclohexylpyrene-1,6-diamine C1(CCCCC1)C=1C=C(C=2C=CC3=C(C=C(C=4C=CC1C2C43)N)C4CCCCC4)N